NC1=NC(=C(C2=CC=C(C(=C12)OC1=CC=CC=C1)Cl)OCC1=CC=CC=C1)C(=O)OC Methyl 1-amino-4-(benzyloxy)-7-chloro-8-phenoxyisoquinoline-3-carboxylate